2-(triethoxysilyl)acetic acid C(C)O[Si](CC(=O)O)(OCC)OCC